N-2-octyl-methacrylamide CC(CCCCCC)NC(C(=C)C)=O